N-[4-[6-[4-(4-fluoro-3-methoxy-phenyl)-1,2,4-triazol-3-yl]imidazo[1,2-a]pyridin-3-yl]phenyl]cyclopropanecarboxamide FC1=C(C=C(C=C1)N1C(=NN=C1)C=1C=CC=2N(C1)C(=CN2)C2=CC=C(C=C2)NC(=O)C2CC2)OC